C(CCCC(C(=O)[O-])CCCCCCCCCC(CCCCCC)O)C(C(=O)[O-])CCCCCCCCCC(CCCCCC)O Butane-1,4-diyl-bis(12-hydroxyoctadecanoate)